2-Cyclopropyl-4-((3,3-difluorocyclopentyl)oxy)-N-((S,E)-4-(methylsulfonyl)but-3-en-2-yl)pyrimidine-5-carboxamide C1(CC1)C1=NC=C(C(=N1)OC1CC(CC1)(F)F)C(=O)N[C@@H](C)\C=C\S(=O)(=O)C